((2-((4,4-difluoropiperidin-1-yl)methyl)-1H-indol-6-yl)methyl)carbamate FC1(CCN(CC1)CC=1NC2=CC(=CC=C2C1)CNC([O-])=O)F